N[C@@H](CCC(=O)[O-])C(=O)[O-].[Na+].[Na+] Dinatrium glutamat